BrC1=CC(=C(N)C=C1Cl)Cl 4-bromo-2,5-dichloroaniline